5-(4-(1-methyl-4-(trifluoromethyl)-1H-imidazol-2-yl)benzyl)-3-(2-methoxyphenyl)pyrrole CN1C(=NC(=C1)C(F)(F)F)C1=CC=C(CC2=CC(=CN2)C2=C(C=CC=C2)OC)C=C1